Cl.C(C)OC(C(CN)(C)C1=C(C=CC(=C1)C1=NC=CC=C1)F)=O 3-amino-2-(2-fluoro-5-(pyridin-2-yl)phenyl)-2-methylpropanoic acid ethyl ester hydrochloride